C(=CC1=CC=CC=C1)C1=C(N=NC=C1)C=CC1=CC=CC=C1 Distyrylpyridazin